C(C)C(C#N)(C(C#N)(C)C)CC 2,2-diethyl-3,3-Dimethylsuccinonitrile